CC1=CC(=C(C(=C1)[N+](=O)[O-])O)C1(OCCO1)C 4-Methyl-2-(2-methyl-1,3-dioxolan-2-yl)-6-nitrophenol